ClC1=CC=C(C(=O)NC2CCC(CC2)NC2=CC(=NC(=C2)C(F)(F)F)C(F)(F)F)C=C1 4-chloro-N-[(1s,4s)-4-{[2,6-bis(trifluoromethyl)pyridin-4-yl]amino}cyclohexyl]benzamide